CC1(CC(C2=C(OCOC2)C1)=O)C 7,7-Dimethyl-4,6,7,8-tetrahydro-2H,5H-1,3-benzodioxin-5-one